N-(9-((2R,3R,4R,5R)-5-((bis(4-methoxyphenyl)(phenyl)methoxy)methyl)-3-fluoro-4-hydroxytetrahydrofuran-2-yl)-9H-purin-6-yl)benzamide COC1=CC=C(C=C1)C(OC[C@@H]1[C@H]([C@H]([C@@H](O1)N1C2=NC=NC(=C2N=C1)NC(C1=CC=CC=C1)=O)F)O)(C1=CC=CC=C1)C1=CC=C(C=C1)OC